C(C1=CC=CC=C1)C1=CC2=C(N=C(S2)N)C=C1 6-benzyl-1,3-benzothiazol-2-amine